C(C1=CC=CC=C1)OC(=O)NCCCCN(C(OC(C)(C)C)=O)CCNC1=NC2=C(C3=CN=CC=C13)C=CC(=C2)C(N)=O tert-Butyl (4-(((benzyloxy)carbonyl)amino)butyl)(2-((8-carbamoylbenzo[c][2,6]naphthyridin-5-yl)amino)ethyl)carbamate